C(=O)(O)C(CCCCCCCC(=O)O)CCCCCCCCC 9-carboxyoctadecanoic acid